6-(4-((2S,5R)-4-acryloyl-1-(2-hydroxyethyl)-5-methylpiperazin-2-yl)-6-chloropyridin-2-yl)-N-methylpyrimidine-4-carboxamide C(C=C)(=O)N1C[C@@H](N(C[C@H]1C)CCO)C1=CC(=NC(=C1)Cl)C1=CC(=NC=N1)C(=O)NC